para-Methylphenyl 2-O-acetyl-4-O-levulinoyl-3-O-para-methoxybenzyl-1-thio-α-L-rhamnopyranoside C(C)(=O)O[C@H]1[C@H](SC2=CC=C(C=C2)C)O[C@H]([C@@H]([C@H]1OCC1=CC=C(C=C1)OC)OC(CCC(=O)C)=O)C